N-(3,5-difluoro-4-{[3-(4-methoxyphenyl)-1-{[2-(trimethylsilyl)ethoxy]methyl}-1H-pyrrolo[2,3-b]pyridin-4-yl]oxy}phenyl)-N'-[(3-methyloxetan-3-yl)methyl]urea FC=1C=C(C=C(C1OC1=C2C(=NC=C1)N(C=C2C2=CC=C(C=C2)OC)COCC[Si](C)(C)C)F)NC(=O)NCC2(COC2)C